Cl.ClC=1C=C(C=CC1Cl)C[C@@H](C(=O)OCC(F)(F)F)NC 2,2,2-Trifluoroethyl (S)-3-(3,4-dichlorophenyl)-2-(methylamino)propanoate hydrochloride